(1S,2S)-N-(6-(((6-cyclopropyl-8-(6-oxo-2,5-dioxa-7-azaspiro[3.4]octan-7-yl)imidazo[1,2-a]pyridin-2-yl)methyl)amino)pyrimidin-4-yl)-2-(4-methylpyrimidin-2-yl)cyclopropane-1-carboxamide C1(CC1)C=1C=C(C=2N(C1)C=C(N2)CNC2=CC(=NC=N2)NC(=O)[C@@H]2[C@H](C2)C2=NC=CC(=N2)C)N2C(OC1(COC1)C2)=O